(S)-2,3,4,9-tetrahydropyridino[3,4-b]indol C1NCCC2=C1NC1=CC=CC=C21